C1(CCCCC1)C1=CC=C(C=C1)C1=CC=2C3=C(NC2C=C1)CCN(C3)C(=O)C3=CC=CC=C3 (8-(4-cyclohexylphenyl)-1,3,4,5-tetrahydro-2H-pyrido[4,3-b]indol-2-yl)(phenyl)methanone